[NH4+].OCCNP(=O)([NH-])[NH-].[NH4+] (2-hydroxyethyl)phosphoramide ammonium salt